O1N=C(C=C1)C#CC=1C=C(C=CC1)S(=O)(=O)NC1=C2CN(C(C2=CC=C1)=O)C=1C=C(C=CC1)C 3-(isoxazol-3-ylethynyl)-N-(1-oxo-2-(m-tolyl)isoindolin-4-yl)benzenesulfonamide